(S)-1-((6-nitrobenzofuran-2-yl)methyl)-4-(trifluoromethyl)imidazolidin-2-one [N+](=O)([O-])C1=CC2=C(C=C(O2)CN2C(N[C@@H](C2)C(F)(F)F)=O)C=C1